[Ag].[Cu].[Bi].[Pb] lead-bismuth-copper-silver